α-methyl-(S)-cysteine C[C@@](N)(CS)C(=O)O